N[C@H](C(=O)OCC=1OC(OC1C)=O)CCS(=O)(=N)CCCC (2S)-(5-methyl-2-oxo-1,3-dioxol-4-yl)methyl 2-amino-4-(butylsulfonimidoyl)butanoate